FC(CC[C@@H](C)C1CCC2C3CC=C4C(C(CCC4(C3CCC12C)C)O)O)(C(C)(C)O)F 17-((R)-5,5-difluoro-6-hydroxy-6-methylheptane-2-yl)-10,13-dimethyl-2,3,4,7,8,9,10,11,12,13,14,15,16,17-tetradecahydro-1H-cyclopenta[a]phenanthrene-3,4-diol